C(C)OC(CCCC[SiH3])(OCC)OCC triethoxyamyl-silane